CN(C)C(CO)C(=O)O N,N-dimethylserine